C1(=CC=CC=C1)NS(=O)(=O)CCN1C[C@@H](N([C@@H](C1)C)C)C N-phenyl-2-((3S,5R)-3,4,5-trimethylpiperazin-1-yl)ethane-1-sulfonamide